ClC1=NSC(=C1Cl)C(=O)Cl 3,4-Dichloroisothiazol-5-carbonyl chloride